tetrafluoro-1,4-di(bromomethyl)benzene FC1=C(C(=C(C(=C1CBr)F)F)CBr)F